tert-butyl (S)-8-(2-aminoethoxy)-1-((1,3-dioxoisoindolin-2-yl)methyl)-3,4-dihydroisoquinoline-2(1H)-carboxylate NCCOC=1C=CC=C2CCN([C@@H](C12)CN1C(C2=CC=CC=C2C1=O)=O)C(=O)OC(C)(C)C